N-(2-fluoro-5-((1s,3s)-3-methyl-1-(4-methyl-4H-1,2,4-triazol-3-yl)cyclobutyl)phenyl)-5-((neopentylamino)methyl)-2-oxo-1-(3,3,3-trifluoropropyl)-1,2-dihydropyridine-3-carboxamide FC1=C(C=C(C=C1)C1(CC(C1)C)C1=NN=CN1C)NC(=O)C=1C(N(C=C(C1)CNCC(C)(C)C)CCC(F)(F)F)=O